C1(CCCC1)O[C@@H](CC=1SC=C(N1)CC(=O)O)[C@H](O)C1=CC(=C(C(=C1)OC)C)OC 2-[2-[(2S,3R)-2-(cyclopentoxy)-3-(3,5-dimethoxy-4-methyl-phenyl)-3-hydroxy-propyl]thiazol-4-yl]acetic acid